C(C)(C)(C)OC(=O)N1[C@H]2[C@H](NC[C@@H]1CC2)CO (1R,2S,5S)-2-(hydroxymethyl)-3,8-diazabicyclo[3.2.1]octane-8-carboxylic acid tert-butyl ester